ClC=1C=2C(C3C(C(N(C3C3=CC(=C(C=C3)OC)OC)CCCN(C)C)=O)(OC2C=CC1)O)=O 8-Chloro-1-(3,4-dimethoxyphenyl)-2-(3-(dimethylamino)propyl)-3a-hydroxy-1,2,3a,9a-tetrahydrochromeno[2,3-c]pyrrole-3,9-dione